1,3-bis[4-(4-amino-6-trifluoromethylphenoxy)-alpha,alpha-dimethylbenzyl]benzene 2-(isopentyloxyphenylphosphinyl)-isoamyl-acetate C(CC(C)C)OP(=O)(C(CCC(=O)O)C(C)C)C1=CC=CC=C1.NC1=CC=C(OC2=CC=C(C(C)(C)C3=CC(=CC=C3)C(C3=CC=C(C=C3)OC3=CC=C(C=C3C(F)(F)F)N)(C)C)C=C2)C(=C1)C(F)(F)F